C/C(=C/C1=CC=C(C=C1)SC#N)/[N+](=O)[O-] Nitrostyrene